ClC1=CC=C(C=C1)NC=1C(C(C1NCCC1=CC=C(C=C1)Br)=O)=O 3-[(4-Chlorophenyl)amino]-4-{[2-(4-bromophenyl)ethyl]amino}cyclobut-3-ene-1,2-dione